1-((3S,4R)-4-(3,4-difluorophenyl)-1-(2-methoxyethyl)pyrrolidin-3-yl)-3-(3-((S)-2-hydroxypropyl)-4-methyl-1-phenyl-1H-pyrazol-5-yl)urea FC=1C=C(C=CC1F)[C@H]1[C@@H](CN(C1)CCOC)NC(=O)NC1=C(C(=NN1C1=CC=CC=C1)C[C@H](C)O)C